C[C@@H]1NC(OC1)=O (S)-4-methyl-oxazolidin-2-one